C(C1=CC=CC=C1)NC(CC1=NC=C(C=C1)C1=C(C=C(C=C1)OCCC1CCS(CC1)(=O)=O)C)=O N-benzyl-2-(5-(4-(2-(1,1-dioxidotetrahydro-2H-thiopyran-4-yl)ethoxy)-2-methylphenyl)pyridin-2-yl)acetamide